C(#N)[C@H](C[C@@H]1C(NCC1)=O)NC(=O)[C@@H]1N([C@H]2CC([C@@H]1CC2)(F)F)C(=O)C=2C=CC=C1C=C(NC21)C (1R,3R,4R)-N-((S)-1-cyano-2-((R)-2-oxopyrrolidin-3-yl)ethyl)-5,5-difluoro-2-(2-methyl-1H-indole-7-carbonyl)-2-azabicyclo[2.2.2]octane-3-carboxamide